6-fluoro-tetrahydro-pyrrolo[1,2-c]pyrimidine-1,3-dione FC1CC2N(C(NC(C2)=O)=O)C1